C(C)(C)(C)NC1=NC(=C(C(=C1[2H])Cl)[2H])[2H] N-(tert-butyl)-4-chloropyridine-3,5,6-d3-2-amine